(5-methyl-2-pyridyl)methanamine CC=1C=CC(=NC1)CN